C(C1=CC=CC=C1)N(C(OC(C)(C)C)=O)C=1CS(CC(C1)=O)(=O)=O tert-butyl benzyl(1,1-dioxido-5-oxo-5,6-dihydro-2H-thiopyran-3-yl)carbamate